diisobutyl(1-phenyl-2-(4,4,5,5-tetramethyl-1,3,2-dioxaborolan-2-yl)allyl)phosphine oxide C(C(C)C)P(C(C(=C)B1OC(C(O1)(C)C)(C)C)C1=CC=CC=C1)(CC(C)C)=O